CC(CC(=O)O)C 3-methyl-butyric acid